[(3R,3'R)-3'-hydroxy-1,4-dihydro-1'H,2H-spiro[isoquinoline-3,4'-piperidin]-1'-yl](6-methyl-3-pyridinyl)methanone O[C@@H]1CN(CC[C@@]12NCC1=CC=CC=C1C2)C(=O)C=2C=NC(=CC2)C